C(C=CC1=CC=CC=C1)[Pd-2](Cl)=C1N(C=CN1CC1=C(C=C(C=C1C)C)C)C1=C(C=CC=C1C(C)C)C(C)C cinnamyl-[1-(2,6-diisopropylphenyl)-3-(2,4,6-trimethylbenzyl)-1H-imidazol-2-ylidene]chloropalladium(II)